COC([C@H](CCC=C)N1CCN(CCN(CCN(CC1)[C@H](C(OCC1=CC=CC=C1)=O)COCC1=CC=CC=C1)[C@H](C(OCC1=CC=CC=C1)=O)COCC1=CC=CC=C1)[C@H](C(=O)OCC1=CC=CC=C1)COCC1=CC=CC=C1)=O (2S)-2-{4,7,10-tris[(2S)-1,3-bis(benzyloxy)-1-oxoprop-2-yl]-1,4,7,10-tetraazacyclododecane-1-yl}hex-5-enoic acid methyl ester